2-{[6-({[2-(1-Methyl-6-oxo-1,6-dihydropyridazin-3-yl)-1-oxo-2,3-dihydro-1H-isoindol-5-yl]oxy}methyl)pyridin-3-yl]oxy}(1,1,2,2-2H4)ethyl 4-methylbenzene-1-sulfonate CC1=CC=C(C=C1)S(=O)(=O)OC(C([2H])([2H])OC=1C=NC(=CC1)COC=1C=C2CN(C(C2=CC1)=O)C1=NN(C(C=C1)=O)C)([2H])[2H]